2-(4-chloro-2-fluoro-6-methylphenyl)-4,4,5,5-tetramethyl-1,3,2-dioxaborolane ClC1=CC(=C(C(=C1)C)B1OC(C(O1)(C)C)(C)C)F